NC1=C(C=C(C=N1)C=1C=C2N(N1)CC[C@]21CN(CC1)C(=O)C=1N(C=CN1)C)C(F)(F)F {(3R)-2'-[6-amino-5-(trifluoromethyl)pyridin-3-yl]-5',6'-dihydrospiro[pyrrolidine-3,4'-pyrrolo[1,2-b]pyrazol]-1-yl}(1-methyl-1H-imidazol-2-yl)methanone